C(C)C1=C(C=C2CCNCC2=C1)NC1=NC=C(C(=N1)C1=CC2=C(C(N(CCS2(=O)=O)C2COC2)=O)S1)C(F)(F)F 7-(2-((7-ethyl-1,2,3,4-tetrahydroisoquinolin-6-yl)amino)-5-(trifluoromethyl)pyrimidin-4-yl)-4-(oxetan-3-yl)-3,4-dihydrothieno[2,3-f][1,4]thiazepin-5(2H)-one 1,1-dioxide